FC1=C(C(=C(C(=C1C[B-](CC1=C(C(=C(C(=C1F)F)F)F)F)(CC1=C(C(=C(C(=C1F)F)F)F)F)CC1=C(C(=C(C(=C1F)F)F)F)F)F)F)F)F.C(CCC)OC1=CC=C(C=C1)[S+](C1=CC=CC=C1)C1=CC=CC=C1 4-butoxyphenyldiphenylsulfonium tetrakis-(pentafluorobenzyl)-borate